ClC1=CC2=C(C(=N1)N(C)CCOC)C(N(C2)[C@@H](C)C2CC2)=O (S)-6-chloro-2-(1-cyclopropylethyl)-4-((2-methoxyethyl)(methyl)amino)-1,2-dihydro-3H-pyrrolo[3,4-c]pyridin-3-one